(1R,4R)-5-(7-((1-methyl-3-(trifluoromethyl)-1H-pyrazol-5-yl)sulfonyl)-7-azaspiro[3.5]non-2-yl)-2-oxa-5-azabicyclo[2.2.1]heptane CN1N=C(C=C1S(=O)(=O)N1CCC2(CC(C2)N2[C@H]3CO[C@@H](C2)C3)CC1)C(F)(F)F